6-(1-((1R,3r,5S)-8-acetyl-8-azabicyclo[3.2.1]octan-3-yl)-5-methyl-1H-pyrazol-4-yl)-4-((3-fluoropyridin-2-yl)thio)pyrazolo[1,5-a]pyridine-3-carbonitrile C(C)(=O)N1[C@H]2CC(C[C@@H]1CC2)N2N=CC(=C2C)C=2C=C(C=1N(C2)N=CC1C#N)SC1=NC=CC=C1F